(E)-1,1,1,2,3,4,5,5,6,6,7,7,7-tridecafluoro-4-methoxyhept-2-ene FC(/C(=C(/C(C(C(C(F)(F)F)(F)F)(F)F)(OC)F)\F)/F)(F)F